ethyl-(methyl)amine C(C)NC